C1(=CC=CC=C1)C1=CC=2C3=C(NC2C=C1)CCN(C3)C(=O)C3=CC=C(C=C3)C(F)(F)F (8-phenyl-1,3,4,5-tetrahydro-2H-pyrido[4,3-b]indol-2-yl)(4-(trifluoromethyl)phenyl)methanone